3,4-bis(benzyloxy)-6-(2-(5-(trifluoromethyl)pyridin-3-yl)ethyl)pyridazine triethyl-2-hydroxy-1,2,3-propanetricarboxylate C(C)OC(=O)CC(CC(=O)OCC)(C(=O)OCC)O.C(C1=CC=CC=C1)OC=1N=NC(=CC1OCC1=CC=CC=C1)CCC=1C=NC=C(C1)C(F)(F)F